P(=O)(OCC)(OCC)[O-].[Cu+2].C(C)OP(=O)(OCC)[O-] copper diethyl phosphate